1-cyclobutyl-2-{5-ethoxy-1-methyl-4-[(1,2-oxazol-4-yl)carbamoyl]-6-oxo-1,6-dihydropyrimidin-2-yl}-1H-1,3-benzodiazole-5-carboxamide C1(CCC1)N1C(=NC2=C1C=CC(=C2)C(=O)N)C=2N(C(C(=C(N2)C(NC=2C=NOC2)=O)OCC)=O)C